FC1=C(C=CC=C1)C=1C=2N(N=C(C1)N1[C@@H](COCC1)C)C(=NC2)C2=CC=NN2 (R)-4-(4-(2-fluorophenyl)-7-(1H-pyrazol-5-yl)imidazo[1,5-b]pyridazin-2-yl)-3-methylmorpholine